C(CC)[N+]1(CCCC1)CC 1-propyl-1-ethyl-pyrrolidinium